[C@H]12C(=C[C@H](CC1)C2)C(=O)OCCCC (1S,4R)-butyl bicyclo[2.2.1]hept-2-ene-2-carboxylate